COC(\C=C\CCCCCCCO)=O (E)-10-hydroxy-2-decenoic acid methyl ester